CC(CN)NC=1C=NN2C1C=CC(=C2)C=2C=NN(C2)C 1-methyl-N1-(6-(1-methyl-1H-pyrazol-4-yl)pyrazolo[1,5-a]pyridin-3-yl)ethane-1,2-diamine